NCCC[Si](OCC)(OCC)OCC (3-aminopropyl)triethoxy-silane